CC(=C)C1CC=C(CC1)CO 4-(1-methyl-vinyl)-1-cyclohexene-1-methanol